(R)-(2-(2-fluoropropoxy)pyridin-4-yl)methylamine hydrochloride Cl.F[C@@H](COC1=NC=CC(=C1)CN)C